tert-butyl (R)-(1-((4-bromo-1-(2-((tert-butyldiphenylsilyl)oxy)ethyl)-1H-pyrazol-3-yl)methoxy)propan-2-yl)(methyl)carbamate BrC=1C(=NN(C1)CCO[Si](C1=CC=CC=C1)(C1=CC=CC=C1)C(C)(C)C)COC[C@@H](C)N(C(OC(C)(C)C)=O)C